[Na].C=CC1=CC=CC=C1 styrene, sodium salt